tert-butyl 4-[4-[(3-iodoimidazo[1,2-a]pyrazin-8-yl)amino]-2-methyl-benzoyl]piperazine-1-carboxylate IC1=CN=C2N1C=CN=C2NC2=CC(=C(C(=O)N1CCN(CC1)C(=O)OC(C)(C)C)C=C2)C